(6-(2-amino-5-bromopyridin-3-yl)pyridazin-3-yl)-3-(4-fluorophenyl)-4-oxo-1-((tetrahydro-2H-pyran-4-yl)methyl)-1,4-dihydropyridine-2,5-dicarboxamide NC1=NC=C(C=C1C1=CC=C(N=N1)C1=C(C(C(=C(N1CC1CCOCC1)C(=O)N)C1=CC=C(C=C1)F)=O)C(=O)N)Br